C(C)(C)(C)C1N(CCC2=CC=CC=C12)C(=O)OCCOCCN 2-(2-AminoEthoxy)Ethanol tert-butyl-3,4-dihydroisoquinoline-2(1H)-carboxylate